Cl.C(=O)(O)C(=O)NC1=C(C2=C(CNCC2)S1)C(=O)O 2-[(Carboxycarbonyl)amino]-4,5,6,7-tetrahydro-thieno[2,3-c]pyridine-3-carboxylic acid hydrochloride